2-(2-mercaptoprop-2-yl)-5-methylcyclohexanone SC(C)(C)C1C(CC(CC1)C)=O